5-(3-(2,2-Difluoroethyl)-2-methyl-3H-imidazo[4,5-b]pyridin-5-yl)-N4-methyl-N2-(1-(oxetan-3-yl)piperidin-4-yl)pyrrolo[2,1-f][1,2,4]triazine-2,4-diamine FC(CN1C(=NC=2C1=NC(=CC2)C=2C=CN1N=C(N=C(C12)NC)NC1CCN(CC1)C1COC1)C)F